FC=1C=C(N)C=CC1N1CCN(CC1)C(C)C 3-fluoro-4-(4-isopropylpiperazin-1-yl)aniline